FC(C(=O)O)(F)F.C(C)(=O)N1CC(C1)OCCOC1=CC=C(C(=C1F)C1=C(C=CC(=C1)C(CNC1CCC(CC1)N)C1=CC=CC=C1)Cl)C(=O)N 5-(2-((1-acetylazetidin-3-yl)oxy)ethoxy)-5'-(2-(((1r,4r)-4-aminocyclohexyl)amino)-1-phenylethyl)-2'-chloro-6-fluoro-[1,1'-biphenyl]-2-carboxamide trifluoroacetate